1-(6-fluoro-4-phenyl-3,4-dihydroquinoxaline-1(2H)-yl)-2-((R)-2-methylpiperidin-1-yl)propan-1-one FC=1C=C2N(CCN(C2=CC1)C(C(C)N1[C@@H](CCCC1)C)=O)C1=CC=CC=C1